(1S,3S,5S)-2-(2-(3-acetyl-5-(2-methylpyrimidin-5-yl)-1H-indazol-1-yl)acetyl)-5-((4-acetylpiperazin-1-yl)methyl)-N-(6-bromo-3-methylpyridin-2-yl)-2-azabicyclo[3.1.0]hexane-3-carboxamide C(C)(=O)C1=NN(C2=CC=C(C=C12)C=1C=NC(=NC1)C)CC(=O)N1[C@H]2C[C@]2(C[C@H]1C(=O)NC1=NC(=CC=C1C)Br)CN1CCN(CC1)C(C)=O